N1(CCCCCC1)C1=NC=C(C=C1C(=O)NC1=C(SC(=C1)S(N)(=O)=O)C)C(F)(F)F 2-(azepan-1-yl)-N-(2-methyl-5-sulfamoyl-thiophen-3-yl)-5-(trifluoromethyl)-pyridine-3-carboxamide